5-(8-isopropyl-7-oxo-5,6,7,8-tetrahydropyrazino[2,3-b]pyrazin-2-yl)-4-methylpicolinamide C(C)(C)N1C2=C(NCC1=O)N=CC(=N2)C=2C(=CC(=NC2)C(=O)N)C